CN1C(=NC2=C1C=CC=C2NC2COC1(CCC1)C2)N 1-methyl-N4-(5-oxaspiro[3.4]octane-7-yl)-1H-benzo[d]imidazole-2,4-diamine